propyl-phenol fumarate C(\C=C\C(=O)O)(=O)O.C(CC)C1=C(C=CC=C1)O